FC1=CC2=C(N(CN(C2=O)C2=C(NC(C=C2)=O)C)C2=C(C=C(C=C2)F)C)N=C1OC 6-fluoro-1-(4-fluoro-2-methylphenyl)-7-methoxy-3-(2-methyl-6-oxo-1,6-dihydropyridin-3-yl)-2,3-dihydropyrido[2,3-d]pyrimidin-4(1H)-one